FC(C1=C(C=CC(=C1)C(=O)OC)C=1CCCCC1)(F)F methyl 2-(trifluoromethyl)-2',3',4',5'-tetrahydro-[1,1'-biphenyl]-4-carboxylate